N-[4-[1-[4-(tri-fluoromethoxy)phenyl]-1,2,4-triazol-3-yl]phenyl]carbamate FC(OC1=CC=C(C=C1)N1N=C(N=C1)C1=CC=C(C=C1)NC([O-])=O)(F)F